FC(OC1=C(C=C(C=C1)OC1=CC=C(C=C1)OCC(F)(F)F)C1=NNC=C1NC(=O)C=1C=NN2C1N=CC=C2)F N-[3-[2-(difluoromethoxy)-5-[4-(2,2,2-trifluoroethoxy)phenoxy]phenyl]-1H-pyrazol-4-yl]pyrazolo[1,5-a]pyrimidine-3-carboxamide